(1-methylpiperidin-3-yl)-1H-indazole-7-carboxamide CN1CC(CCC1)N1N=CC2=CC=CC(=C12)C(=O)N